NC=1C=C(C(=O)OC)C=CC1S(=O)(=O)CC1=NN(C=C1)C methyl 3-amino-4-(((1-methyl-1H-pyrazol-3-yl)methyl)sulfonyl)benzoate